COC(=O)[C@@H]1[C@H]2C([C@H]2CN1C([C@H](C(C)C)N)=O)(C)C.C1=C(C=CC2=CC=CC=C12)C1=NC=CC=C1 2-(2-naphthyl)pyridine methyl-(1R,2S,5S)-3-[(2S)-2-amino-3-methyl-butanoyl]-6,6-dimethyl-3-azabicyclo[3.1.0]hexane-2-carboxylate